C(C1=CC=CC=C1)OC(CCCCCCC(=O)NCC(=O)N[C@@H](CCC(=O)N[C@@H](CCC(=O)O)C(=O)O)C(=O)OC(C)(C)C)=O [(S)-4-{2-[8-(benzyloxy)-8-oxooctanamido]acetamido}-5-(tert-butoxy)-5-oxopentanoyl]-L-glutamic Acid